ClC=1C=C(C=2N(N1)C=C(N2)C2CC2)[C@@H]2[C@H](C2)C=2C=CC1=C(N=CS1)C2 5-[(1S,2S)-2-(6-chloro-2-cyclopropyl-imidazo[1,2-b]pyridazin-8-yl)cyclopropyl]-1,3-benzothiazole